BrC#CC1=CC=C(C(=O)O)C=C1 4-(bromoethynyl)benzoic acid